N1=C(C=CC=C1C1=C(C=CC=C1)C=1SC=C(C1O)C12CC3CC(CC(C1)C3)C2)C2=C(C=CC=C2)C=2SC=C(C2O)C23CC1CC(CC(C2)C1)C3 2,2'-(pyridine-2,6-diylbis(2,1-phenylene))bis(4-(1-adamantyl)thiophen-3-ol)